(1S)-1-[3-fluoro-4-(4-methylphenoxy)phenyl]ethanamine FC=1C=C(C=CC1OC1=CC=C(C=C1)C)[C@H](C)N